{(1R,5S,6r)-6-[5,5-dimethyl-4-(4-methylphenyl)-4,5-dihydro-1,2,4-oxadiazol-3-yl]-3-azabicyclo[3.1.0]hex-3-yl}(5-isopropyl-1H-pyrazol-3-yl)methanone CC1(N(C(=NO1)C1[C@H]2CN(C[C@@H]12)C(=O)C1=NNC(=C1)C(C)C)C1=CC=C(C=C1)C)C